COC=1C=C(C=CC1OC)C1=NC=2C(=NC(=CC2C)C2=CC=C(C=C2)N2CCC3(CN(C3)CC(C)C)CC2)N1C 2-(3,4-dimethoxyphenyl)-5-(4-(2-isobutyl-2,7-diazaspiro[3.5]nonan-7-yl)phenyl)-3,7-dimethyl-3H-imidazo[4,5-b]pyridine